7-[2-(4-hydroxyethyl-1-piperazinyl)ethoxy]-3-acetylcoumarin oxime OCCN1CCN(CC1)CCOC1=CC=C2C=C(C(OC2=C1)=NO)C(C)=O